[I-].C(CCC)[N+](CCCC)(CCCC)CCCC tetra-n-butylammonium iodide salt